N-{(1S)-1-cyano-2-[(3S)-2-oxopyrrolidin-3-yl]ethyl}-5,5,5-trifluoro-4-methyl-N2-{[2-(trifluoromethyl)-1,3-thiazol-4-yl]carbonyl}-L-leucinamide C(#N)[C@H](C[C@H]1C(NCC1)=O)NC([C@@H](NC(=O)C=1N=C(SC1)C(F)(F)F)CC(C)(C(F)(F)F)C)=O